2-chloro-9-[[3-ethyl-4-[1-methyl-4-(trifluoromethyl)imidazol-2-yl]phenyl]methyl]-7-(2,2,2-trifluoroethyl)purin-8-imine ClC1=NC=C2N(C(N(C2=N1)CC1=CC(=C(C=C1)C=1N(C=C(N1)C(F)(F)F)C)CC)=N)CC(F)(F)F